2-chloroisobutanoate ClC(C(=O)[O-])(C)C